NC1=CC=C2C(=N1)CC[C@H]2NC([C@H](C)NC(=O)C2NCCC(C2)CC2=CC=CC=C2)=O N-((S)-1-(((R)-2-amino-6,7-dihydro-5H-cyclopenta[b]pyridin-5-yl)amino)-1-oxopropan-2-yl)-4-benzylpiperidine-2-carboxamide